CC=1SC(=CN1)B1OC(C(O1)(C)C)(C)C 2-methyl-5-(4,4,5,5-tetramethyl-1,3,2-dioxaborolan-2-yl)thiazole